5-ethyl-5-[(3-methyl-6-nitro-2-oxo-benzimidazol-1-yl)methyl]oxazolidin-2-one C(C)C1(CNC(O1)=O)CN1C(N(C2=C1C=C(C=C2)[N+](=O)[O-])C)=O